OC1CC[N+](CC1)(O)[O-] 4-hydroxypiperidinol oxide